CC(=C[C@H]1C2=C([C@@H]([C@@]3(N1C(=O)[C@@H]4CCCN4C3=O)O)O)C5=C(N2)C=C(C=C5)OC)C The molecule is an indole alkaloid that is fumitremorgin C substituted at positions 12 and 13 by hydroxy groups. It is an indole alkaloid, an organic heteropentacyclic compound, an aromatic ether and a diol. It derives from a fumitremorgin C.